CC1C[C@@H](NC1)C(=O)OC methyl (2R)-4-methylpyrrolidine-2-carboxylate